[Zn].BrC=1C=CC=C(C1)C1=C2NC(=C1)C=C1C=CC(=N1)C(=C1C=CC(N1)=C(C=1C=CC(N1)=C2Br)Br)Br 5,10,15,20-tetrabromophenyl-porphyrin zinc